methyl 2-{2-[2-(4-hydroxyquinolin-8-yl)acetamido]acetamido}acetate OC1=CC=NC2=C(C=CC=C12)CC(=O)NCC(=O)NCC(=O)OC